tetraphenylAcetone C1(=CC=CC=C1)CC(=O)C(C1=CC=CC=C1)(C1=CC=CC=C1)C1=CC=CC=C1